S-(3-((tert-butoxycarbonyl)(ethyl)amino)propyl) ethanethioate C(C)(SCCCN(CC)C(=O)OC(C)(C)C)=O